C(C=C)N(C)CC=C N,N-diallyl-N-methylamine